2-(5-(2-(difluoromethoxy)ethoxy)-1H-indol-3-yl)-N,N-dimethylethan-1-amine FC(OCCOC=1C=C2C(=CNC2=CC1)CCN(C)C)F